cerium-titanium-manganese [Mn].[Ti].[Ce]